[2H]C1(CC2(CC2)C1)N1[C@@H](COC=2C=C(N=C(NS(C=3C=CC=C(C1=O)C3)(=O)=O)N2)C2=C(C=CC=C2C)C)CC(C)C (11R)-12-(5-deuteriospiro[2.3]hexan-5-yl)-6-(2,6-dimethylphenyl)-11-isobutyl-2,2-dioxo-9-oxa-2λ6-thia-3,5,12,19-tetrazatricyclo[12.3.1.14,8]nonadeca-1(18),4,6,8(19),14,16-hexaen-13-one